5-(4-(4-(5-((3-((2,6-dimethylphenyl)amino)-1-methyl-1H-pyrazolo[3,4-d]pyrimidin-6-yl)amino)Pyridin-2-yl)piperazin-1-yl)piperidin-1-yl)-2-(2,6-dioxopiperidin-3-yl)isoindoline-1,3-dione CC1=C(C(=CC=C1)C)NC1=NN(C2=NC(=NC=C21)NC=2C=CC(=NC2)N2CCN(CC2)C2CCN(CC2)C=2C=C1C(N(C(C1=CC2)=O)C2C(NC(CC2)=O)=O)=O)C